2-(((1S,2R,5S)-6,6-dimethylbicyclo[3.1.1]heptan-2-yl)methyl)-4,7-difluoroisoindoline-1,3-dione CC1([C@H]2CC[C@H]([C@@H]1C2)CN2C(C1=C(C=CC(=C1C2=O)F)F)=O)C